2-(4-(5-chloro-2-(4-chloro-1H-1,2,3-triazol-1-yl)phenyl)-2,5-dioxapiperazin-1-yl)-3-cyclobutylpropionic acid ClC=1C=CC(=C(C1)N1CON(CO1)C(C(=O)O)CC1CCC1)N1N=NC(=C1)Cl